[5-Bromo-3-(methoxymethoxy)-2-pyridyl]-6-[[(3R,4S)-3-fluoro-2,2,6,6-tetramethyl-4-piperidyl]oxy]pyridazine BrC=1C=C(C(=NC1)C=1N=NC(=CC1)O[C@@H]1[C@@H](C(NC(C1)(C)C)(C)C)F)OCOC